3-(5-Aminonaphthalen-1-yl)-N-(4-(dimethylamino)phenyl)-7-(1H-pyrrole-2-carbonyl)-5,6,7,8-tetrahydroimidazo[1,5-a]Pyrazine-1-carboxamide NC1=C2C=CC=C(C2=CC=C1)C1=NC(=C2N1CCN(C2)C(=O)C=2NC=CC2)C(=O)NC2=CC=C(C=C2)N(C)C